COC=1C(=CC2=C(N=C(S2)NC(C(C2=CC=C(C=C2)S(=O)(=O)CC)OC2=CC(=C(C=C2)C#N)F)=O)C1)OC N-(5,6-dimethoxybenzothiazol-2-yl)-2-(4-cyano-3-fluorophenoxy)-2-[4-(ethylsulfonyl)phenyl]acetamide